5-(3,5-Dihydroxyphenyl)-gamma-valerolactone OC=1C=C(C=C(C1)O)CC1CCC(=O)O1